4-(1,3-Benzodioxol-5-ylmethylamino)-3-bromo-N-methyl-benzenesulfonamide O1COC2=C1C=CC(=C2)CNC2=C(C=C(C=C2)S(=O)(=O)NC)Br